3-((5-(3-(2-methoxyethyl)-2-methyl-3H-imidazo[4,5-b]pyridin-5-yl)pyrrolo[2,1-f][1,2,4]triazin-2-yl)amino)cyclobutan-1-ol COCCN1C(=NC=2C1=NC(=CC2)C=2C=CN1N=C(N=CC12)NC1CC(C1)O)C